2-((4-(6-((4-Cyano-2-fluorobenzyl)oxy)pyridin-2-yl)piperidin-1-yl)methyl)-4-(1,1-difluoroethoxy)-1-methyl-1H-benzo[d]imidazole-6-carboxylic acid C(#N)C1=CC(=C(COC2=CC=CC(=N2)C2CCN(CC2)CC2=NC3=C(N2C)C=C(C=C3OC(C)(F)F)C(=O)O)C=C1)F